O[C@@H]1C[C@H]([C@@]2(OC3=C([C@@]21O)C(=CC(=C3)OC)OC)C3=CC=C(C#N)C=C3)C3=CC=CC=C3 4-((1R,3S,3aR,8bS)-1,8b-dihydroxy-6,8-dimethoxy-3-phenyl-1,2,3,8b-tetrahydro-3aH-cyclopenta[b]benzofuran-3a-yl)benzonitrile